CC1=NC=C(C(=N1)N1CCC(CC1)OC=1C=CC(=NC1)OCC(C)(N)C)C 1-((5-((1-(2,5-dimethylpyrimidin-4-yl)piperidin-4-yl)oxy)pyridin-2-yl)oxy)-2-methylpropan-2-amine